C1(=CC=CC=C1)C1OCC(O1)=C 2-phenyl-4-methylene-1,3-dioxolane